3-methoxycyclopentylamine hydrochloride Cl.COC1CC(CC1)N